C(C1=CC=CC=C1)(=O)OC1=CC=C(C(=O)N)C=C1 4-(benzoyloxy)benzamide